C(C1=CC=CC=C1)OC(=O)N(C1CC(C1)C1=C(C=CC(=C1)C)S(=O)(=O)O)C 3-(((benzyloxy)carbonyl)(methyl)amino)cyclobutyl-4-methyl-Benzenesulfonic acid